(5-fluoro-4-hydroxy-2-methyl-phenyl)acetic acid FC=1C(=CC(=C(C1)CC(=O)O)C)O